N-((1S,2S)-2-hydroxycyclopentyl)-5-methyl-4-((6-(1-methyl-1H-pyrazol-3-yl)pyridin-3-yl)methyl)-6-(1H-pyrazol-1-yl)picolinamide O[C@@H]1[C@H](CCC1)NC(C1=NC(=C(C(=C1)CC=1C=NC(=CC1)C1=NN(C=C1)C)C)N1N=CC=C1)=O